4-[3-(dimethoxymethyl)azetidin-1-yl]-2-formyl-benzoic acid methyl ester COC(C1=C(C=C(C=C1)N1CC(C1)C(OC)OC)C=O)=O